1-(8-bromo-3-chloroisoquinolin-5-yl)ethanol BrC=1C=CC(=C2C=C(N=CC12)Cl)C(C)O